C(C)(C)O[Mg]Cl isopropoxy-magnesium chloride